ClC=1N=C(C2=C(N1)C(=CS2)N(S(=O)(=O)C2CC2)C)N2[C@@H](COCC2)C (R)-N-(2-chloro-4-(3-methylmorpholinyl)thieno[3,2-d]Pyrimidin-7-yl)-N-methyl-cyclopropylsulfonamide